FC1=CC=C(C=C1)S(=O)(=O)N(CC(C)C)C1=CC(=C(C(=O)O)C=C1)O 4-(4-fluoro-N-isobutylphenylsulfonamido)-2-hydroxybenzoic acid